(3-(1-(4-bromo-2-(methylsulfonyl)phenyl)-1H-pyrazol-4-yl)-5-fluorobenzyl)-8-cyclopentyl-7H-purine-6-carboxamide BrC1=CC(=C(C=C1)N1N=CC(=C1)C=1C=C(CC2=NC(=C3NC(=NC3=N2)C2CCCC2)C(=O)N)C=C(C1)F)S(=O)(=O)C